N-(4-chloro-1,3,5-triazin-2-yl)-5-nitro-1,2-benzothiazol-3-amine ClC1=NC(=NC=N1)NC1=NSC2=C1C=C(C=C2)[N+](=O)[O-]